C1N(CCC2=CC=CC=C12)C1CCN(CC1)C1=NC=NC(=C1)NC=1C=NC=CC1 trans-4-(3,4-dihydroisoquinolin-2(1H)-yl)-1-(6-(pyridin-3-ylamino)pyrimidin-4-yl)piperidine